CC1=CC=C(C=CC2=C(N=NN2)C(=O)O)C=C1 5-(4-methylstyryl)-1H-1,2,3-triazole-4-carboxylic acid